ethyl 6-(4-fluorophenethyl)-4-(7-(((R)-4-methoxy-2,3-dihydro-1H-inden-1-yl)amino)thieno[2,3-c]pyridin-2-yl)-2-((S)-pyrrolidin-2-yl)-5-(4H-1,2,4-triazol-3-yl)nicotinate FC1=CC=C(CCC2=NC(=C(C(=O)OCC)C(=C2C2=NN=CN2)C2=CC=3C(=C(N=CC3)N[C@@H]3CCC4=C(C=CC=C34)OC)S2)[C@H]2NCCC2)C=C1